C([O-])([O-])=O.[Cs+].BrC1=C(C=C2C(=NC(=NC2=C1F)Cl)N1[C@@H]2CN([C@H](C1)C2)C(=O)OC(C)(C)C)I.[Cs+] tert-butyl (1S,4S)-5-(7-bromo-2-chloro-8-fluoro-6-iodoquinazolin-4-yl)-2,5-diazabicyclo[2.2.1]heptane-2-carboxylate Cesium carbonate